FC1=CC=C(CC2=C(N=C(C(=N2)C(=O)N(C)C)C)NCCN2CCCC2)C=C1 6-(4-fluorobenzyl)-N,N,3-trimethyl-5-((2-(pyrrolidin-1-yl)ethyl)amino)pyrazine-2-carboxamide